3,3'-(1,3-phenylenebis(oxy))bis(1-(piperidin-1-yl)propan-2-ol) C1(=CC(=CC=C1)OCC(CN1CCCCC1)O)OCC(CN1CCCCC1)O